N-[4-(Benzyloxy)phenyl]-1,2-dimethyl-1H-pyrrole-3-carboxamide C(C1=CC=CC=C1)OC1=CC=C(C=C1)NC(=O)C1=C(N(C=C1)C)C